Benzyl 4-(4,4,5,5-tetramethyl-1,3,2-dioxaborolan-2-yl)-2,3-dihydroindole-1-carboxylate CC1(OB(OC1(C)C)C1=C2CCN(C2=CC=C1)C(=O)OCC1=CC=CC=C1)C